(4-chlorobenzyl)-8-(3-cyclobutoxyprop-1-yn-1-yl)-1-(3-hydroxypropyl)-3-methyl-3,7-dihydro-1H-purine-2,6-dione ClC1=CC=C(CN2C(=NC=3N(C(N(C(C23)=O)CCCO)=O)C)C#CCOC2CCC2)C=C1